ClC=1C(=NC(=NC1)NC1=CC(=C(C=2OCCOC21)C2CCNCC2)C)NC2=C(C=CC=C2)S(=O)(=O)C(C)C 5-chloro-N4-(2-(isopropylsulfonyl)phenyl)-N2-(7-methyl-8-(piperidin-4-yl)-2,3-dihydrobenzo[b][1,4]dioxin-5-yl)pyrimidine-2,4-diamine